BrC=1C=C(C(=C(C1)F)NC)N 4-bromo-6-fluoro-N1-methyl-benzene-1,2-diamine